2-[4-cyclopropyl-2-(difluoromethoxy)-6-fluorophenyl]-6-ethoxy-2,5-dihydro-4H-pyrazolo[3,4-d]pyrimidin-4-one C1(CC1)C1=CC(=C(C(=C1)F)N1N=C2N=C(NC(C2=C1)=O)OCC)OC(F)F